COC1=C(CC(N)C)C=C(C(=C1)SC(C)C)OC 2,5-dimethoxy-4-i-propylthioamphetamine